CN1C=C(C=CC1=O)N1N=CC2=CC(=CC=C12)N1[C@@H]([C@H](CC1=O)NC(=O)[C@@H]1OCCC1)C1=CC=CC=C1 (R)-N-[(2R,3S)-1-[1-(1-methyl-6-oxo-3-pyridyl)indazol-5-yl]-5-oxo-2-phenyl-pyrrolidin-3-yl]-tetrahydrofuran-2-carboxamide